methyl-1-[[2-(trimethylsilyl)ethoxy]methyl]pyrazolo[3,4-b]pyridine-5-carboxylate COC(=O)C=1C=C2C(=NC1)N(N=C2)COCC[Si](C)(C)C